CC1(N(C(=C(C(=C1C(=O)O)C(=O)O)O)CC(C)C)C)C1=CC=C(C=C1)OC.COC(=O)C=1C(=NC(=C(C1C(=O)OC)O)CC(C)C)CCC1=CC=C(C=C1)OC 5-hydroxy-6-isobutyl-2-(4-methoxyphenylethyl)pyridine-3,4-dicarboxylic acid Dimethyl ester (Dimethyl 5-hydroxy-6-isobutyl-2-(4-methoxyphenyl) pyridine-3,4-dicarboxylate)